C(C)(C)(C)N1N=C(C=C1N)C1CC(C1)O[Si](C1=CC=CC=C1)(C1=CC=CC=C1)C(C)(C)C 1-(tert-butyl)-3-[(1s,3s)-3-[(tert-butyldiphenylsilyl)oxy]cyclobutyl]-1H-pyrazol-5-amine